N-(2,2-Dimethylpiperidin-4-yl)-N-methyl-7-(1H-pyrazol-4-yl)-5H-isochromeno[3,4-d]thiazol-2-amine CC1(NCCC(C1)N(C=1SC2=C(N1)OCC=1C=C(C=CC12)C=1C=NNC1)C)C